NC1=NC=CC=C1C1=NC=2C(=NC(=CC2)C2=CC=C(C=C2)N2CCOCC2)N1C1=CC=C(C=C1)CNC(OC(C)(C)C)=O tert-butyl N-({4-[2-(2-aminopyridin-3-yl)-5-[4-(morpholin-4-yl)phenyl]imidazo[4,5-b]pyridin-3-yl]phenyl}methyl)carbamate